2-(5-fluoro-2-(3-(1-methylimidazo[1,5-a]pyridine-3-carboxamido)-4-(piperidin-1-yl)benzamido)phenyl)acetic acid FC=1C=CC(=C(C1)CC(=O)O)NC(C1=CC(=C(C=C1)N1CCCCC1)NC(=O)C1=NC(=C2N1C=CC=C2)C)=O